COC1=NC2=C(C=CC=C2C=C1)N1N=CNC1=O 2-(2-methoxyquinolin-8-yl)-2,4-dihydro-3H-1,2,4-triazol-3-one